C1(CC1)OC(CO)(C1=CC=CC=C1)C1=NC(=NC2=CC=C(C=C12)C1=CN(C(C(=C1)C)=O)C)CNS(=O)(=O)C N-((4-(1-cyclopropoxy-2-hydroxy-1-phenylethyl)-6-(1,5-dimethyl-6-oxo-1,6-dihydropyridin-3-yl)quinazolin-2-yl)methyl)methanesulfonamide